2-ethyl hydroxy-2-methylpropionate OC(C(=O)OCC)(C)C